3-Fluoro-4-(5-methyl-3-(trifluoromethyl)-1H-pyrazol-1-yl)benzonitrile FC=1C=C(C#N)C=CC1N1N=C(C=C1C)C(F)(F)F